tri-hydroxypropionaldehyde OC(CC=O)(O)O